C(C=C)(=O)N1CCN(CC1)C1=C(C(=NC2=C(C(=C(C=C12)Cl)C1=CC=C(C2=C1N=C(S2)N)F)F)O)C#N 4-(4-Acryloylpiperazin-1-yl)-7-(2-amino-7-fluorobenzo[d]thiazol-4-yl)-6-chloro-8-fluoro-2-hydroxyquinoline-3-Carbononitrile